3-benzyl-1-(5-bromopyrimidin-2-yl)-1-(trans-4-((5-cyano-4-(oxetan-3-ylamino)pyrimidin-2-yl)amino)cyclohexyl)urea C(C1=CC=CC=C1)NC(N([C@@H]1CC[C@H](CC1)NC1=NC=C(C(=N1)NC1COC1)C#N)C1=NC=C(C=N1)Br)=O